ClC1=NC(=CC(=C1OCC(C)(O)C)F)C(C)O 1-((2-chloro-4-fluoro-6-(1-hydroxyethyl)pyridin-3-yl)oxy)-2-methylpropan-2-ol